3-[6-[4-(methylamino)-1-piperidinyl]-3-pyridinyl]piperidine-2,6-dione CNC1CCN(CC1)C1=CC=C(C=N1)C1C(NC(CC1)=O)=O